methyl methacrylate (methyl 2-methyl prop-2-enoate) CC=C(C(=O)O)C.C(C(=C)C)(=O)OC